C[C@H]1CNC[C@@H](O1)C (2S,6S)-2,6-di-methylmorpholine